CC=1OC(=CN1)C(=O)OC methyl 2-methyl-1,3-oxazole-5-carboxylate